N-[4-(1,1,1,3,3,3-Hexafluoro-2-hydroxypropan-2-yl)phenyl]-2-[(3R)-3-hydroxybutanoyl]-5-(methylsulfonyl)-2,3-dihydro-1H-isoindole-1-carboxamide FC(C(C(F)(F)F)(O)C1=CC=C(C=C1)NC(=O)C1N(CC2=CC(=CC=C12)S(=O)(=O)C)C(C[C@@H](C)O)=O)(F)F